4-m-chloroanilino-5-(3-phenyl-1,2,4-triazol-5-yl)pyrimidine ClC=1C=C(NC2=NC=NC=C2C2=NC(=NN2)C2=CC=CC=C2)C=CC1